C(C)(CC)C1=NC=CN=C1OC 2-(sec-butyl)-3-methoxypyrazine